C=1(C(=CC=C2OC3=CC=CC=C3NC12)C#N)C#N phenoxazinedinitrile